(2S)-2-(4-fluorophenyl)-N-[4-(5'-methyl-4'-oxo-3'-phenyl-1',4',5',7'-tetrahydrospiro[cyclobutane-1,6'-pyrrolo[3,2-c]pyridin]-2'-yl)pyridin-2-yl]propanamide FC1=CC=C(C=C1)[C@@H](C(=O)NC1=NC=CC(=C1)C1=C(C=2C(N(C3(CC2N1)CCC3)C)=O)C3=CC=CC=C3)C